ClC1=NC=CC(=N1)C1=CC=2C(NCCC2N1)=O 2-(2-chloropyrimidin-4-yl)-6,7-dihydro-1H-pyrrolo[3,2-c]pyridin-4(5H)-one